C[C@@H]1CC[C@H](NC1)C1=C2CC(NC2=CC=C1)=O 4-[(2S,5R)-5-methyl-2-piperidyl]Indolin-2-one